methoxy-6-methyl-N-{1-[2-(trifluoromethoxy)phenyl]ethyl}pyridine-3-carboxamide COC1=NC(=CC=C1C(=O)NC(C)C1=C(C=CC=C1)OC(F)(F)F)C